2,2-thiazine C1=NC=CC=C1